2-amino-9-[(4R,6R)-4-[[bis(4-methoxyphenyl)-phenyl-methoxy]methyl]-7-hydroxy-2,5-dioxabicyclo[2.2.1]heptan-6-yl]-1H-purin-6-one NC=1NC(C=2N=CN(C2N1)[C@@H]1O[C@]2(COC1C2O)COC(C2=CC=CC=C2)(C2=CC=C(C=C2)OC)C2=CC=C(C=C2)OC)=O